CC1(OB(OC1(C)C)C1=CC=C(C=C1)N1N=NC=C1)C 1-(4-(4,4,5,5-tetramethyl-1,3,2-dioxaborolan-2-yl)phenyl)-1H-1,2,3-triazole